4-phenylthiazol C1(=CC=CC=C1)C=1N=CSC1